7-bromo-8-chloro-3-methyl-3,4-dihydro-1H-quinoxalin-2-one BrC1=CC=C2NC(C(NC2=C1Cl)=O)C